8-fluoro-7-(8-fluoro-2-methylimidazo[1,2-a]pyridin-6-yl)-3-(piperidin-4-yl)quinazolin-4(3H)-one FC=1C(=CC=C2C(N(C=NC12)C1CCNCC1)=O)C=1C=C(C=2N(C1)C=C(N2)C)F